NC1=C(C(=NC=C1)C(=O)O)C(=O)O amino-2,3-pyridinedi-carboxylic acid